(E)-3-(2,2-difluorobenzo[d][1,3]dioxol-5-yl)-1-(4-(2-(1-hydroxycyclobutyl)isonicotinoyl)piperazin-1-yl)prop-2-en-1-one FC1(OC2=C(O1)C=CC(=C2)/C=C/C(=O)N2CCN(CC2)C(C2=CC(=NC=C2)C2(CCC2)O)=O)F